NCC=1OC(=CC1)CN 2,5-diaminomethyl-furan